C(C)(C)(C)OC(=O)N1CCN(CC1)C(CCOC)C1=CC=C(C=C1)[C@H](C)NC(C(F)(F)F)=O 4-[3-methoxy-1-[4-[(1S)-1-[(2,2,2-trifluoroacetyl)amino]ethyl]phenyl]propyl]piperazine-1-carboxylic acid tert-butyl ester